(R)-4-(7-((5-methoxy-7-methyl-1H-indol-4-yl)methyl)-2-oxa-7-azaspiro[3.5]nonan-6-yl)-2-(methylamino)benzoic acid COC=1C(=C2C=CNC2=C(C1)C)CN1[C@H](CC2(COC2)CC1)C1=CC(=C(C(=O)O)C=C1)NC